methyl 2-amino-3-cyclohexylpropanoate hydrochloride Cl.NC(C(=O)OC)CC1CCCCC1